benzo[c]Pyrrolidone carbonate C(O)(O)=O.C1(NCC2=C1C=CC=C2)=O